C(C)C(C=CC(=O)O)=CCCC 4-Ethylocta-2,4-dienoic acid